CC1(OB(OC1(C)C)C=1C=NN(C1)C1=NC=C(C=C1)C(F)(F)F)C 2-(4-(4,4,5,5-tetramethyl-1,3,2-dioxaborolan-2-yl)-1H-pyrazol-1-yl)-5-(trifluoromethyl)pyridine